C(C)(C)(C)OC(=O)N1CC=2C=C(C(NC2CC1)=O)C(NC\C=C\S(=O)(=O)C1=CC=CC=C1)=O 3-{[(2E)-3-(benzenesulfonyl)prop-2-en-1-yl]carbamoyl}-2-oxo-1,2,5,6,7,8-hexahydro-1,6-naphthyridine-6-carboxylic acid tert-butyl ester